S(N)(=O)(=O)C1=NC=CC(=C1)NC(=O)C=1C(=NC=C(C1)C(F)(F)F)N1CCC(CC1)C(F)(F)F N-(2-sulfamoyl-4-pyridyl)-5-(trifluoromethyl)-2-[4-(trifluoromethyl)-1-piperidyl]pyridine-3-carboxamide